(4-cyclobutylpiperazin-2-yl)-(6-methoxy-2-naphthyl)methanone C1(CCC1)N1CC(NCC1)C(=O)C1=CC2=CC=C(C=C2C=C1)OC